ClC1=CC(=C(COC2=CC=CC(=N2)C2=CC=C(C=C2)CC(=O)NC2=C(C=C(C(=O)OC)C=C2)NC[C@H]2OCC2)C=C1)F methyl (S)-4-(2-(4-(6-((4-chloro-2-fluorobenzyl)oxy)pyridin-2-yl)phenyl)acetamido)-3-((oxetan-2-ylmethyl)amino)benzoate